C1(CC1)[C@@H](C(=O)N[C@H]1C2=C(CN3N(C1=O)CCC3)C(=CC=C2)F)CC(=O)NC2=CC(=NN2C)C(NC(C)C)=O (S)-2-Cyclopropyl-N1-((S)-6-fluoro-11-oxo-2,3,10,11-tetrahydro-1H,5H-benzo[d]pyrazolo[1,2-a][1,2]diazepin-10-yl)-N4-(3-(isopropylcarbamoyl)-1-methyl-1H-pyrazol-5-yl)succinamide